4-[(1-naphthyl)methyl]-2-oxo-7-thia-1-azabicyclo[4.3.0]nonane-3,5,8-triene-9-carboxylic acid C1(=CC=CC2=CC=CC=C12)CC1=CC(N2C(=CSC2=C1)C(=O)O)=O